BrC1=CC=C(C=C1)C(C)(C)C=1N=C(SC1)NC(=O)NCC1=C(C=C(C=C1)N1CCNCC1)C 1-(4-(2-(4-bromophenyl)propan-2-yl)thiazol-2-yl)-3-(2-methyl-4-(piperazin-1-yl)benzyl)urea